O-(2-Aminoethyl-carbamoyl)-Adenosine-5'-triphosphate P(O)(=O)(OP(=O)(O)OP(=O)(O)O)OC[C@@H]1[C@H]([C@H]([C@@H](O1)N1C=NC=2C(N)=NC=NC12)OC(NCCN)=O)O